C=CC\C=C/C (Z)-hex-1,4-diene